N=1C=C(N2N=CC=CC21)NC(=O)C2=CC1=CNN=C1C=C2OC N-(imidazo[1,2-b]Pyridazin-3-yl)-6-methoxy-2H-indazole-5-carboxamide